(3-chloro-4-(6-methylbenzo[d]thiazol-2-yl)phenyl)-2-(4-(ethylsulfonyl)phenyl)acetamide ClC=1C=C(C=CC1C=1SC2=C(N1)C=CC(=C2)C)C(C(=O)N)C2=CC=C(C=C2)S(=O)(=O)CC